C1(CC1)C=1NC(=NN1)C1CC2(CN(C2)C(=O)N2CC(C2)C=2C=NC(=CC2)N2C[C@H](CC2)C(F)(F)F)C1 [6-(5-cyclopropyl-4H-1,2,4-triazol-3-yl)-2-azaspiro[3.3]heptan-2-yl]-[3-[6-[(3S)-3-(trifluoromethyl)pyrrolidin-1-yl]-3-pyridyl]azetidin-1-yl]methanone